(1S)-2,2-difluoro-4-[(1R)-6,8-difluorotetralin-1-yl]-7-(trifluoromethylsulfanyl)indan-1-ol FC1([C@H](C2=C(C=CC(=C2C1)[C@H]1CCCC2=CC(=CC(=C12)F)F)SC(F)(F)F)O)F